methyl-6,7,8,9-tetrahydro-5H-pyrido[2,3-d]azepin CC=1C=CC2=C(CCNCC2)N1